(S)-N1-Ethyl-N6-(1-(2-(1-adamantylamino)-2-oxoethyl)-2-oxo-1,2-dihydropyridin-3-yl)-5-(1-methyl-1H-imidazol-5-carboxamido)-2-oxohexandiamid C(C)NC(C(CC[C@@H](C(=O)NC=1C(N(C=CC1)CC(=O)NC12CC3CC(CC(C1)C3)C2)=O)NC(=O)C2=CN=CN2C)=O)=O